IC=1C=C2C(N(C(=NC2=CC1)NOCC(=O)O)C1=CC=CC=C1)=O 2-[[(3,4-dihydro-6-iodo-4-oxo-3-phenyl-2-quinazolinyl)amino]oxy]acetic acid